tert-Butyl 2-[1-[6-methyl-2-(2-methyl-1-oxo-isoindolin-5-yl)-4-oxo-chromen-8-yl]ethylamino]benzoate CC=1C=C2C(C=C(OC2=C(C1)C(C)NC1=C(C(=O)OC(C)(C)C)C=CC=C1)C=1C=C2CN(C(C2=CC1)=O)C)=O